N[C@@H](C(C)C)C(=O)N[C@@H](CC(C)C)C(=O)O valyl-leucin